5-(2-bromoacetyl)indolin-2-one geranyltiglate C(\C=C(/C)\CCC=C(C)C)OC(\C(\C)=C\C)=O.BrCC(=O)C=1C=C2CC(NC2=CC1)=O